methylhexanamide CCCCC(C)C(=O)N